(S)-7-(2-((2-ethyl-4-(2-methylpiperazin-1-yl)phenyl)amino)-5-(trifluoromethyl)pyrimidin-4-yl)-2,3-dihydro-5H-thieno[3,2-e][1,4]oxathiepine 1,1-dioxide C(C)C1=C(C=CC(=C1)N1[C@H](CNCC1)C)NC1=NC=C(C(=N1)C1=CC=2S(CCOCC2S1)(=O)=O)C(F)(F)F